C(C1=CC=CC=C1)OC1=CC(=C(C2=C1C=CO2)C(=O)O)C 4-(benzyloxy)-6-methylbenzofuran-7-carboxylic acid